C1(CCC1)N1CCN(CC1)C=1C(=CC2=C(C(C=3N(C4=CC(=CC=C4C3C2=O)C#N)C)(C)C)C1)OC1COCC1 8-(4-Cyclobutyl-piperazin-1-yl)-5,6,6-trimethyl-11-oxo-9-(tetrahydro-furan-3-yloxy)-6,11-dihydro-5H-benzo[b]carbazole-3-carbonitrile